10-(1-((6-chloro-2-(1-methyl-1H-1,2,4-triazol-3-yl)pyridin-3-yl)amino)ethyl)-8-methyl-4,5-dihydro-3H,6H-2,2a,5a-triazaaceanthrylen-6-one ClC1=CC=C(C(=N1)C1=NN(C=N1)C)NC(C)C=1C=C(C=C2C(N3CCCN4N=CC(C12)=C43)=O)C